C1(CCCCC1)[NH2+]C1CCCCC1.C(C)(C)(C)OC(=O)N[C@@H](CNC(=O)OC(C)(C)C)C(=O)[O-] N-(tert-butoxycarbonyl)-3-[(tert-butoxycarbonyl)amino]alanine N,N-dicyclohexylammonium salt